BrC1=CC=CC2=C1CCCCN2C2=NC(=NC1=CC=CC(=C21)F)NN [4-(6-bromo-2,3,4,5-tetrahydro-1-benzoazepin-1-yl)-5-fluoro-quinazolin-2-yl]hydrazine